C(C1=CC=CC=C1)N(C(O)=O)[C@@H]1CS(CC[C@@H]1N)(=O)=O.NC=1C=CC(=C2CCC(C(C12)=O)NC(C)=O)F N-(8-amino-5-fluoro-1-oxo-1,2,3,4-tetrahydronaphthalen-2-yl)acetamide benzyl-((3S,4S)-4-amino-1,1-dioxidotetrahydro-2H-thiopyran-3-yl)carbamate